C1(CC1)N1N=CC(=C1)C=1C=C(C=CC1)N(C(=O)[C@@H]1CC[C@H](CC1)C(=O)O)C[C@@H]1CC[C@H](CC1)C=1C=NC(=CC1)N(C)C trans-4-((3-(1-Cyclopropyl-1H-pyrazol-4-yl)phenyl)((trans-4-(6-(dimethylamino)pyridin-3-yl)-cyclohexyl)methyl)carbamoyl)-cyclohexanecarboxylic acid